COC[C@]1(COCC[C@H]1NC1=NN=C(C2=CC=CC=C12)C1=CC=C(C=C1)C(F)(F)F)O trans-3-(methoxymethyl)-4-((4-(4-(trifluoromethyl)phenyl)phthalazin-1-yl)amino)tetrahydro-2H-pyran-3-ol